C1=C([C@H]([C@@H]([C@H](C1=O)O)O)O)COP(=O)(O)O The molecule is a hydroxyalkyl phosphate that is valienone carrying a single monophosphate substituent at position 7. It is a member of cyclohexenones, an enone, a triol and a hydroxyalkyl phosphate. It derives from a valienone.